N-[(2R)-1-(1H-1,2,3-triazol-1-yl)propan-2-yl]pyrazin-2-carboxamide [(2R,6R)-4-(7-cyano-3-fluoro-pyrazolo[1,5-a]pyridin-4-yl)-6-methyl-morpholin-2-yl]methyl-trifluoromethanesulfonate C(#N)C1=CC=C(C=2N1N=CC2F)N2C[C@@H](O[C@@H](C2)C)COS(=O)(=O)C(F)(F)F.N2(N=NC=C2)C[C@@H](C)NC(=O)C2=NC=CN=C2